tert-butyl (R)-4-(3-((5-((4-(4-(methoxycarbonyl)-6-methylpyridin-2-yl)-1-methyl-1H-pyrazol-5-yl) oxy)-2-methylpentyl) amino)-4-nitrophenyl)-3-oxopiperazine-1-carboxylate COC(=O)C1=CC(=NC(=C1)C)C=1C=NN(C1OCCC[C@H](CNC=1C=C(C=CC1[N+](=O)[O-])N1C(CN(CC1)C(=O)OC(C)(C)C)=O)C)C